(S)-quinuclidin-3-yl (2,2-diethyl-5-(4-isopropylphenyl)-2,3-dihydro-1H-inden-1-yl)carbamate C(C)C1(C(C2=CC=C(C=C2C1)C1=CC=C(C=C1)C(C)C)NC(O[C@@H]1CN2CCC1CC2)=O)CC